NCCC1(CN(C1)C(=O)OC(C)(C)C)C1=CC=CC=C1 tert-butyl 3-(2-aminoethyl)-3-phenylazetidine-1-carboxylate